4-hydroxyterephthalamide OC1(CC=C(C(=O)N)C=C1)C(=O)N